(S)-5-benzyl-2-(3-(5-(trifluoromethyl)pyridin-2-yloxy)pyrrolidin-1-yl)benzonitrile C(C1=CC=CC=C1)C=1C=CC(=C(C#N)C1)N1C[C@H](CC1)OC1=NC=C(C=C1)C(F)(F)F